O=C1N(C2=CC=CC=3C2=C1C=CC3)N3C(NC(CC3)=O)=O 1-(2-oxo-benzo[cd]indol-1(2H)-yl)dihydropyrimidine-2,4(1H,3H)-dione